C1(CCCC1)N1C(C(=CC2=C1N=C(N=C2)NC2=NC=C(C=C2)N2CCCC2)CC)=O 8-cyclopentyl-6-ethyl-2-(5-pyrrolidin-1-yl-pyridin-2-ylamino)-8H-pyrido[2,3-d]Pyrimidin-7-one